(1R,5S)-3-methyl-8-azabicyclo[3.2.1]octane-3-carbonitrile CC1(C[C@H]2CC[C@@H](C1)N2)C#N